5-(5-isopropylbenzo[d]oxazol-2-yl)thiophen C(C)(C)C=1C=CC2=C(N=C(O2)C2=CC=CS2)C1